(S)-2-(5-phenyl-1,2,3,4-tetrahydroisoquinoline-2-carbonyl)pyrrolidine-1-carboxylic acid tert-butyl ester C(C)(C)(C)OC(=O)N1[C@@H](CCC1)C(=O)N1CC2=CC=CC(=C2CC1)C1=CC=CC=C1